3-(4-Methylpiperazin-1-yl)-2-(trifluoromethyl)-10H-phenothiazine dihydrochloride Cl.Cl.CN1CCN(CC1)C=1C(=CC=2NC3=CC=CC=C3SC2C1)C(F)(F)F